COC=1C=C2C(=NC(=NC2=CC1OC)C)NC(C)C1=CC=C(S1)C1=C(CNC(CNC2=CC=CC=C2)=O)C=C(C=C1)F N-[2-(5-{1-[(6,7-dimethoxy-2-methylquinazolin-4-yl)amino]ethyl}thiophen-2-yl)-5-fluorobenzyl]-N2-phenylglycinamide